N1C(COCC1)C#CC=1C=NC=CC1C1=CC=2C(NCCC2N1)=O 2-{3-[2-(morpholin-3-yl)ethynyl]pyridin-4-yl}-1H,5H,6H,7H-pyrrolo[3,2-c]pyridin-4-one